N1=CC=C(C=C1)C=1C=C(C=CC1)/C=C/C(=O)O (E)-3-(3-(pyridin-4-yl)phenyl)acrylic acid